N-((2S)-1-((cyano(4-(trifluoromethyl)pyridin-3-yl)methyl)amino)-3-cyclopropyl-1-oxopropan-2-yl)-7-fluoro-1H-indole-2-carboxamide C(#N)C(C=1C=NC=CC1C(F)(F)F)NC([C@H](CC1CC1)NC(=O)C=1NC2=C(C=CC=C2C1)F)=O